methyl 6,6-difluorospiro[3.3]heptane-2-carboxylate FC1(CC2(CC(C2)C(=O)OC)C1)F